NC1=NC(=CC=C1OCC(=O)NC12CC(C1)(C2)NC(COC2=CC(=C(C=C2)Cl)F)=O)Cl 2-[(2-amino-6-chloropyridin-3-yl)oxy]-N-{3-[2-(4-chloro-3-fluorophenoxy)acetamido]bicyclo[1.1.1]pentan-1-yl}acetamide